1-(5-((2,3-dihydrobenzo[b][1,4]dioxin-5-yl)amino)-7-((methyl-d3)amino)pyrazolo[1,5-a]pyrimidin-3-yl)-3-methyl-urea O1C2=C(OCC1)C(=CC=C2)NC2=NC=1N(C(=C2)NC([2H])([2H])[2H])N=CC1NC(=O)NC